The molecule is the ketoaldonic acid derivative that is N-acetylneuraminic acid after formal dehydroxylation and subsequent removal of C-8 and C-9. It derives from a N-acetylneuraminic acid. CC(=O)N[C@@H]1[C@H](CC(O[C@H]1CO)(C(=O)O)O)O